ClC=1C=CC(=C(C1)C1=CC(=NC=C1OC)OC)N1N=NC(=C1)Cl 4-(5-chloro-2-(4-chloro-1H-1,2,3-triazol-1-yl)benzeneyl)-2,5-dimethoxypyridine